(S)-3-(3-amino-3-methylpyrrolidin-1-yl)-5-(3'-chloro-5-fluoro-2-hydroxy-4'-(3-methyl-2-oxo-2,3-dihydro-1H-imidazol-1-yl)-[1,1'-biphenyl]-3-yl)-1-methylpyridin-2(1H)-one N[C@@]1(CN(CC1)C=1C(N(C=C(C1)C=1C(=C(C=C(C1)F)C1=CC(=C(C=C1)N1C(N(C=C1)C)=O)Cl)O)C)=O)C